2,2-dimethyl-2,3,4,5-tetrahydro-1H-naphtho[2,3-d]azepine-6,11-dione CC1(NCCC2=C(C1)C(C1=CC=CC=C1C2=O)=O)C